FC(S(=O)(=O)[O-])(F)F.C(C)N1C(=[N+](C=C1)C)C 1-ethyl-2,3-dimethyl-imidazolium trifluoromethanesulfonate